pyrrolo[2,3-b]pyran O1C=2C(=CC=C1)C=CN2